(4-(2-fluoropropan-2-yl)cyclohexyl)methyl benzoate C(C1=CC=CC=C1)(=O)OCC1CCC(CC1)C(C)(C)F